2-(pyridin-2-yl)indolizine-1-carboxylic acid N1=C(C=CC=C1)C=1C(=C2C=CC=CN2C1)C(=O)O